((3-(1H-imidazol-1-yl)propyl)azanediyl)bis(hexane-6,1-diyl) bis(2-hexyldecanoate) C(CCCCC)C(C(=O)OCCCCCCN(CCCCCCOC(C(CCCCCCCC)CCCCCC)=O)CCCN1C=NC=C1)CCCCCCCC